[1-Methyl-2-(6-trifluoromethoxy-benzothiazol-2-ylamino)-1H-benzoimidazol-5-yl]-pyrrolidin-1-yl-methanone CN1C(=NC2=C1C=CC(=C2)C(=O)N2CCCC2)NC=2SC1=C(N2)C=CC(=C1)OC(F)(F)F